C(CCCCCCCC)OCC(C)O propylene glycol monononyl ether